7-bromo-5-methyl-4-oxo-4,5-dihydrofuro[3,2-c]pyridine-2-carbaldehyde BrC=1C2=C(C(N(C1)C)=O)C=C(O2)C=O